tert-butyl 3-acetyl-5-fluoro-piperidine-1-carboxylate C(C)(=O)C1CN(CC(C1)F)C(=O)OC(C)(C)C